1-(2-(isoindolin-2-yl)-7-methyl-4-oxo-4H-pyrido[1,2-a]pyrimidin-9-yl)azetidine-3-carboxylic acid C1N(CC2=CC=CC=C12)C=1N=C2N(C(C1)=O)C=C(C=C2N2CC(C2)C(=O)O)C